FC(S(=O)(=O)C1CN(CC1)C(=O)OC(C)(C)C)(F)F tert-butyl 3-trifluoromethanesulfonylpyrrolidine-1-carboxylate